CC(CN1N=NC2=C1C=CC(=C2)C2=NOC(=N2)C2=C(C=NC=C2)C(F)(F)F)(C)O 2-methyl-1-(5-(5-(3-(trifluoromethyl)pyridin-4-yl)-1,2,4-oxadiazol-3-yl)-1H-benzo[d][1,2,3]triazol-1-yl)propan-2-ol